2-(3,3-difluoropiperidin-1-yl)-N'-(4-iodo-2-(6-azaspiro[2.5]octan-6-yl)benzoyl)-6-methylpyrimidine-4-carbohydrazide FC1(CN(CCC1)C1=NC(=CC(=N1)C(=O)NNC(C1=C(C=C(C=C1)I)N1CCC2(CC2)CC1)=O)C)F